2,4,6-trimethoxybenzylidenepentaerythritol carbonate C(O)(O)=O.COC1=C(C=C(O)C(CO)(CO)CO)C(=CC(=C1)OC)OC